ClC1=CC=C(C=C1)C1=C(C2=CC=CC=C2C=C1)[SiH](C)C 2-(4-chlorophenyl)-1-dimethylsilylnaphthalene